BrC=1C=NC=C(C1)OC(F)(F)F 3-bromo-5-(trifluoromethoxy)pyridine